N-[5-(4-methylpiperazin-1-yl)-2-pyridyl]-6-[5-(6-methyl-2-pyridyl)-1H-imidazol-4-yl]quinolin-3-amine CN1CCN(CC1)C=1C=CC(=NC1)NC=1C=NC2=CC=C(C=C2C1)C=1N=CNC1C1=NC(=CC=C1)C